N-[rac-(4S,5R)-1-(3-benzyloxyphenyl)-4-(4-fluorophenyl)-3-methyl-6-oxo-5,7-dihydro-4H-pyrazolo[3,4-b]pyridine-5-yl]-3-(trifluoromethyl)benzamide C(C1=CC=CC=C1)OC=1C=C(C=CC1)N1N=C(C2=C1NC([C@@H]([C@H]2C2=CC=C(C=C2)F)NC(C2=CC(=CC=C2)C(F)(F)F)=O)=O)C |r|